5-(2-ethoxybenzoyl)-3-(1-isobutyl-1,2,3,6-tetrahydropyridin-4-yl)-1H-indole C(C)OC1=C(C(=O)C=2C=C3C(=CNC3=CC2)C=2CCN(CC2)CC(C)C)C=CC=C1